ClC=1C=C(C(=C(C1)O)C1=CC=C2C(=N1)N=C(O2)NC2CN(C(CC2)CO)C)C 5-Chloro-2-[2-[[6-(hydroxymethyl)-1-methyl-3-piperidyl]amino]oxazolo[4,5-b]pyridin-5-yl]-3-methyl-phenol